(S)-2-((3-(1-(4'-hydroxy-[1,1'-biphenyl]-4-yl)-2-oxo-1,2-dihydro-3H-imidazo[4,5-b]pyridin-3-yl)pyrrolidin-1-yl)methyl)-1-methyl-1H-imidazole-5-carboxylic acid OC1=CC=C(C=C1)C1=CC=C(C=C1)N1C(N(C2=NC=CC=C21)[C@@H]2CN(CC2)CC=2N(C(=CN2)C(=O)O)C)=O